N-((2-(6-((cis)-2,6-dimethylmorpholino)-5-fluoropyridin-2-yl)-1,6-naphthyridin-7-yl)methyl)-3-((2-hydroxyethyl)sulfonyl)-4-methylbenzamide C[C@@H]1O[C@@H](CN(C1)C1=C(C=CC(=N1)C1=NC2=CC(=NC=C2C=C1)CNC(C1=CC(=C(C=C1)C)S(=O)(=O)CCO)=O)F)C